3-[6-(3,4-dihydro-2H-1,4-benzoxazin-6-yloxy)pyridin-2-yl]-2-fluorophenol O1CCNC2=C1C=CC(=C2)OC2=CC=CC(=N2)C=2C(=C(C=CC2)O)F